[Li].C(C)(=O)OCC ethyl acetate, lithium salt